ClC1=C(C=O)C=CC(=C1O)Cl 2,4-dichloro-3-hydroxybenzaldehyde